(3aR,5s,6aS)-2-(3,3-dimethyl-butyl)-5-[[6-(2,4-dimethyl-pyrazol-3-yl)pyridazin-3-yl]oxymethyl]-3,3a,4,5,6,6a-hexahydro-1H-cyclopenta[c]pyrrole CC(CCN1C[C@@H]2[C@H](C1)CC(C2)COC=2N=NC(=CC2)C=2N(N=CC2C)C)(C)C